tetracyclo[10.2.1.02,11.04,9]Pentadeca-4,6,8,13-tetraene C12C3CC4=CC=CC=C4CC3C(C=C1)C2